N-cyano-N'-[furan-2-ylmethyl]guanidine C(#N)NC(=N)NCC=1OC=CC1